C(C=C)(=O)OCC(C(C(=O)N1[C@@H](CCCC1)C(=O)O[C@H](CCN1CCN(CC1)C(=O)OC(C)(C)C)C1=CC(=CC=C1)NC(CCC(=O)OC(C)(C)C)=O)=O)(C)C tert-butyl 4-((R)-3-((S)-1-(4-(acryloyloxy)-3,3-dimethyl-2-oxobutanoyl)piperidine-2-carbonyloxy)-3-(3-(4-tert-butoxy-4-oxobutanamido)phenyl)propyl)piperazine-1-carboxylate